N-tetrahydrofurfuryl-3-(2-chloro-6-fluoro-4-tri-fluoromethylphenoxy)-5-methyl-1H-pyrazole-1-carboxamide C(C1CCCO1)NC(=O)N1N=C(C=C1C)OC1=C(C=C(C=C1F)C(F)(F)F)Cl